rac-(3aR,5R,7S,7aR)-5-(5-fluoro-2-methylphenyl)-1,3,3,7-tetramethyl-octahydrobenzo[c]isoxazole FC=1C=CC(=C(C1)[C@H]1C[C@@H]2[C@H](N(OC2(C)C)C)[C@H](C1)C)C |r|